bis(2,4-di-t-butylphenyl)Pentaerythritol Diphosphite OP(O)OP(O)O.C(C)(C)(C)C1=C(C=CC(=C1)C(C)(C)C)C(O)(C(CO)(CO)CO)C1=C(C=C(C=C1)C(C)(C)C)C(C)(C)C